3-(7-fluoro-2,3-dihydro-1H-pyrrolo[1,2-a]indol-9-yl)-5-((3R,4S)-3-fluoropiperidin-4-yl)-1,2,4-oxadiazole FC1=CC=2C(=C3N(C2C=C1)CCC3)C3=NOC(=N3)[C@H]3[C@H](CNCC3)F